C(C)(C)(C)OC(=O)NCC=1C=C(C(=O)O)C=CC1 3-(N-t-butoxycarbonyl-aminomethyl)benzoic acid